tert-butyl 7-(4-pyridyloxy)-2-azaspiro[3.5]nonane-2-carboxylate N1=CC=C(C=C1)OC1CCC2(CN(C2)C(=O)OC(C)(C)C)CC1